N2,N2,N7,N7-tetrakis(4-(tert-butyl)phenyl)spiro(dibenzo[5,6:7,8]fluoreno[4,3-b]benzofuran-5,9'-fluorene)-2,7-diamine C(C)(C)(C)C1=CC=C(C=C1)N(C=1C=CC=2C(=C3C4=C(C=C3C=3C2C2(C5=CC=CC=C5C=5C=CC=CC25)C=C(C3)N(C3=CC=C(C=C3)C(C)(C)C)C3=CC=C(C=C3)C(C)(C)C)C=CC3=C4OC4=C3C=CC=C4)C1)C1=CC=C(C=C1)C(C)(C)C